4-azaspiro[2.4]heptan C1CC12NCCC2